erbium oxygen silicon [Si].[O].[Er]